NCCCCCCNC=1C(=C(C(=O)NC=2SC(=C(N2)C)C)C=CC1)C ((6-aminohexyl)amino)-N-(4,5-dimethylthiazol-2-yl)-2-methylbenzamide